[Br-].[Br-].C(=C)C=1NC=CN1 vinyl-imidazole dibromide salt